1,5-bis(4-hydroxyphenylthio)3-oxaheptane OC1=CC=C(C=C1)SCCOCC(CC)SC1=CC=C(C=C1)O